Pyridine HBr salt Br.N1=CC=CC=C1